ClC=1C(=C(C(=CC1)C(F)(F)F)C1=NC(=CC(N1)=O)C=1C=NC(=CC1)OC(F)F)F 2-[3-chloro-2-fluoro-6-(trifluoromethyl)phenyl]-6-[6-(difluoromethoxy)pyridin-3-yl]pyrimidin-4(3H)-one